2-chloro-4-Isopropoxybenzoic acid ClC1=C(C(=O)O)C=CC(=C1)OC(C)C